7-(4-tert-butylphenoxy)-1,2,3,4,9,10-hexahydroacridin-9-one C(C)(C)(C)C1=CC=C(OC2=CC=C3NC=4CCCCC4C(C3=C2)=O)C=C1